BrC=1C=C(C=C(C1)Br)I 3,5-dibromo-iodobenzene